CN1N=C2C(=CC(=CC2=C1)NC(=O)N1CCC=2C1=NC=CC2N2C[C@@H](N(CC2)C(=O)OC(C)(C)C)C)C tert-butyl (S)-4-(1-((2,7-dimethyl-2H-indazol-5-yl)carbamoyl)-2,3-dihydro-1H-pyrrolo[2,3-b]pyridin-4-yl)-2-methylpiperazine-1-carboxylate